3-cyano-1H-1,2,4-triazole C(#N)C1=NNC=N1